C(C)OC(=O)C=1NC=CC1C1=CC=CC=C1 3-phenylpyrrole-2-carboxylic acid ethyl ester